Propan-2-yl (2S)-2-[[[(2R,3R,4R,5R)-4-fluoro-3-hydroxy-4-methyl-5-(2-methylidene-4-oxopyrimidin-1-yl)oxolan-2-yl]methoxy-[4-[(E)-3-phenylprop-2-enoyl]phenoxy]phosphoryl]amino]butanoate F[C@@]1([C@@H]([C@H](O[C@H]1N1C(NC(C=C1)=O)=C)COP(=O)(OC1=CC=C(C=C1)C(\C=C\C1=CC=CC=C1)=O)N[C@H](C(=O)OC(C)C)CC)O)C